FC1=C2C3(CNC2=CC=C1)CCC3 4'-fluorospiro[cyclobutane-1,3'-indoline]